4-methyl-6-(((5-methyl-1H-pyrazol-3-yl)amino)pyrimidin-2-yl)-N-(1-(6-(pyrrolidin-1-yl)pyridin-3-yl)ethyl)piperazine-1-carboxamide CN1CCN(C(C1)C1=NC=CC(=N1)NC1=NNC(=C1)C)C(=O)NC(C)C=1C=NC(=CC1)N1CCCC1